methyl 4-acetyl-6-methoxy-pyridine-3-carboxylate C(C)(=O)C1=C(C=NC(=C1)OC)C(=O)OC